1-(4-(2-(4-bromophenyl)-propan-2-yl)thiazol-2-yl)-3-(4-(3-(piperazin-1-yl)-propoxy)benzyl)urea BrC1=CC=C(C=C1)C(C)(C)C=1N=C(SC1)NC(=O)NCC1=CC=C(C=C1)OCCCN1CCNCC1